C1CC(N=C1)C(=O)O The molecule is a 1-pyrrolinecarboxylic acid that is 1-pyrroline in which one of the hydrogens at position 5 is replaced by a carboxy group. It is a conjugate acid of a 1-pyrroline-5-carboxylate.